C(C1=CC=NC=C1)(=O)C1CCN(CC1)C(=O)C=1N(C2=CC=C(C=C2C1)Cl)C (5-chloro-1-methyl-1H-indole-2-yl) (4-isonicotinoyl-piperidine-1-yl) ketone